O1C(OCC1)C1=C(C=CC=C1OCOC)COC1=NC=CC(=C1)C(=O)/N=C/1\NC2=C(N1CC(C)(C)O)C=C(C=C2)CN2CCN(CC2)C 2-{[2-(1,3-dioxolan-2-yl)-3-(methoxymethoxy)phenyl]methoxy}-N-[(2E)-1-(2-hydroxy-2-methylpropyl)-6-[(4-methylpiperazin-1-yl)methyl]-3H-1,3-benzodiazol-2-ylidene]pyridine-4-carboxamide